NC(C(NC(C(NC(C(NC(CCCCNC(=O)C1=CC=C(C=C1)N=[N+]=[N-])C(=O)OC)=O)CC(=O)O)=O)CC(=O)O)=O)CC(=O)O 16-amino-1-(4-azidophenyl)-10,13-bis(carboxymethyl)-7-(methoxycarbonyl)-1,9,12,15-tetraoxo-2,8,11,14-tetraazaoctadecan-18-oic acid